C1N(CCC2=CC=CC=C12)C(=O)C1=CC=C(C=C1)S (3,4-dihydroisoquinolin-2(1H)-yl)(4-mercaptophenyl)methanone